CC=1C(=C(C(=NC1C)NC1=CC=C(C=C1)C(F)(F)F)C1=NOC(N1)=O)OCCC1=CC=NC=C1 3-[5,6-dimethyl-4-[2-(4-pyridyl)ethoxy]-2-[4-(trifluoromethyl)anilino]-3-pyridyl]-4H-1,2,4-oxadiazol-5-one